COC1=CC(=NC=C1)C1=NC=CC(=C1)OC 4-methoxy-2-(4-methoxypyridin-2-yl)pyridine